FC(C(F)(F)F)(OC1=CC=C(OC=2C=C(C(=O)OC(C)(C)C)C=C(N2)OCC(F)(F)F)C=C1)F Tertiary butyl 2-(4-(perfluoroethoxy)phenoxy)-6-(2,2,2-trifluoroethoxy)isonicotinate